C(C=C)(=O)NC1=C(C2=C(CN(C(C2)C)C(=O)OC(C)(C)C)S1)C=1SC2=C(N1)C=C(C=C2)C(F)(F)F tert-Butyl 2-acrylamido-5-methyl-3-(5-(trifluoromethyl)benzo[d]thiazol-2-yl)-4,7-dihydrothieno[2,3-c]pyridine-6(5H)-carboxylate